CC1=C(C2=C(C(=C1OS(=O)(=O)[O-])C)SC(=N2)NC)CC3=CN=CC=C3 The molecule is an aryl sulfate oxoanion that is the conjugate base of 5,7-dimethyl-2-methylamino-4-(3-pyridylmethyl)-1,3-benzothiazol-6-yl hydrogen sulfate, obtained by deprotonation of the sulfo group; major species at pH 7.3. It is a conjugate base of a 5,7-dimethyl-2-methylamino-4-(3-pyridylmethyl)-1,3-benzothiazol-6-yl hydrogen sulfate.